ClC=1C=CC=2C(C3=CC=C(C=C3SC2C1)Cl)NC(=O)C=1C(NC(=CC1)C(F)(F)F)=O N-(3,6-dichloro-9H-thioxanthen-9-yl)-2-oxo-6-(trifluoromethyl)-1,2-dihydropyridine-3-carboxamide